N1(CCC1)C(=O)N1[C@H]([C@H]([C@H](C1)F)NS(=O)(=O)CC)CC1=C(C(=CC=C1)Cl)F N-{(2S,3R,4S)-1-(azetidine-1-carbonyl)-2-[(3-chloro-2-fluorophenyl)methyl]-4-fluoropyrrolidin-3-yl}ethanesulfonamide